C1(CC1)C=1C=C2C=CN(C(C2=C(C1)F)=O)C1=CC(=CC=C1)B1OC(C(O1)(C)C)(C)C 6-cyclopropyl-8-fluoro-2-(3-(4,4,5,5-tetramethyl-1,3,2-dioxaborolan-2-yl)phenyl)isoquinolin-1(2H)-one